CN1N=C2C=CC(=CC2=C1C(=O)NCC1NC(CC1)=O)OCC=1C(=NC=CC1)C(F)(F)F 2-methyl-N-[(5-oxopyrrolidin-2-yl)methyl]-5-{[2-(trifluoromethyl)pyridin-3-yl]methoxy}-2H-indazole-3-carboxamide